ClC1=CC(=C2C=C(N=CC2=C1)N)C1=C(C=CC=C1C)F 7-chloro-5-(2-fluoro-6-methyl-phenyl)isoquinolin-3-amine